5-(2-ethoxy-3-pyridinyl)-1-isopropyl-3-methyl-N-[[2-(trifluoromethyl)phenyl]methyl]pyrazolo[4,3-b]pyridin-7-amine C(C)OC1=NC=CC=C1C1=CC(=C2C(=N1)C(=NN2C(C)C)C)NCC2=C(C=CC=C2)C(F)(F)F